2,6-anthraquinone C=1C(C=CC2=CC3=CC(C=CC3=CC12)=O)=O